N-(benzoylthio)-1-ethyl-9-(4-trifluoromethylbenzyl)-pyrido[3,4-b]indole-3-carboxamide C(C1=CC=CC=C1)(=O)SNC(=O)C1=CC2=C(N(C3=CC=CC=C23)CC2=CC=C(C=C2)C(F)(F)F)C(=N1)CC